COC=1C=C(C=CC1)C1=NC(=NC(=C1)N1C=C2C=CC(=CC2=C1)C)N 4-(3-Methoxyphenyl)-6-(5-methylisoindol-2-yl)pyrimidin-2-amine